5-[(3S)-3-({[(1RS,5SR)-bicyclo[3.1.0]hexan-6-yl]methyl}amino)-5-fluoro-7-hydroxy-3,4-dihydro-2H-1-benzopyran-6-yl]-1λ6,2,5-thiadiazolidine-1,1,3-trione [C@H]12CCC[C@@H]2C1CN[C@@H]1COC2=C(C1)C(=C(C(=C2)O)N2CC(NS2(=O)=O)=O)F |&1:0,4|